phenyl-1-propanone C1(=CC=CC=C1)C(CC)=O